CN1N=C(N=N1)C(N1C2CNC(C1)CC2)C2=CC=CC=C2 2-((2-methyl-2H-tetrazol-5-yl)(phenyl)methyl)-2,5-diazabicyclo[2.2.2]octane